CC1=C(OC2=C1C=CC(=C2)C)C(=O)O 3,6-Dimethyl-1-benzofuran-2-carboxylic acid